(1-morpholinocyclobutyl)methanamine O1CCN(CC1)C1(CCC1)CN